1-(4-fluoro-3-nitrobenzyl)-7-methyl-5-(1H-pyrrole-2-carbonyl)-4,5,6,7-tetrahydro-1H-pyrazolo[4,3-c]Pyridine-3-carboxylic acid ethyl ester C(C)OC(=O)C1=NN(C2=C1CN(CC2C)C(=O)C=2NC=CC2)CC2=CC(=C(C=C2)F)[N+](=O)[O-]